FC1=C(C=CC=C1)NC1=NC=NC2=CC(=C(C=C12)OCC(=O)N(C)C)OC 2-(4-((2-fluorophenyl)amino)-7-methoxyquinazolin-6-yl)-oxydimethylacetamide